CC=1[C@@H](CCC1)O (R)-2-methylcyclopent-2-enol